[C@@H]1([C@H](O)[C@@H](O)[C@@H](O)[C@H](O1)CO)O[C@H]1[C@@H]([C@H]([C@H](O[C@@H]1CO)F)O)O β-D-galactopyranosyl-(1→4)-α-D-glucopyranosyl fluoride